C(C)(=O)NC=1SC(=CC1C(=O)O)C(F)(F)F 2-acetamido-5-(trifluoromethyl)thiophene-3-carboxylic acid